behenyl-dimethyl-ammonium chloride [Cl-].C(CCCCCCCCCCCCCCCCCCCCC)[NH+](C)C